5-((R)-2-(2,5-difluorophenyl)pyrrolidin-1-yl)-3-(5-(tetrahydrofuran-3-yl)-4H-1,2,4-triazol-3-yl)pyrazolo[1,5-a]pyrimidine FC1=C(C=C(C=C1)F)[C@@H]1N(CCC1)C1=NC=2N(C=C1)N=CC2C2=NN=C(N2)C2COCC2